ClC=1C(=CC=C2C=CC=NC12)N1C=NC(=C1)C1=NC(=NC=C1C(F)(F)F)NC1CCN(CC1)S(=O)(=O)C 4-(1-(8-Chloroquinolin-7-yl)-1H-imidazol-4-yl)-N-(1-(methyl-sulfonyl)piperidin-4-yl)-5-(trifluoromethyl)-pyrimidin-2-amine